Cl.BrC=1C=C(C=CC1)C1(CC1)N 1-(3-bromophenyl)cyclopropan-1-amine hydrochloride